NC=1C=C(C=CC1)C1=NN=C(O1)NC1=CC=C(C=C1)C=1C=NN(C1)C1OCCCC1 5-(3-aminophenyl)-N-[4-(1-tetrahydropyran-2-ylpyrazol-4-yl)phenyl]-1,3,4-oxadiazol-2-amine